[6-chloro-2-phenyl-3-(trifluoromethyl)(4-pyridyl)amino]-3,4-dimethylazoline-2,5-dione ClC1=CC=CC=C1C1=NC=CC(=C1C(F)(F)F)NN1C(C(=C(C1=O)C)C)=O